ClC1=C(C(=O)NC2=C3C=NN(C3=CC=C2)C2=CC(=C(C=C2)C)C(F)(F)F)C(=CC=C1CNC(C(C)(C)C)=O)Cl 2,6-Dichloro-3-{[(2,2-dimethylpropionyl)amino]methyl}-N-{1-[4-methyl-3-(trifluoromethyl)phenyl]-1H-indazol-4-yl}benzamide